4-[(1-benzyl-1H-pyrazol-4-yl)methyl]-6-hydroxy-5-oxo-4,5-dihydrothieno[3,2-b]pyridine-7-carboxylic acid C(C1=CC=CC=C1)N1N=CC(=C1)CN1C2=C(C(=C(C1=O)O)C(=O)O)SC=C2